((2R,3R,4S,5R,6R)-3,5-dihydroxy-2-(hydroxymethyl)-4-(4-(3,4,5-trifluorophenyl)-1H-1,2,3-triazol-1-yl)-1-oxa-8-azaspiro[5.5]undecane-8-yl)(thiazol-5-yl)methanone O[C@H]1[C@H](O[C@@]2([C@@H]([C@H]1N1N=NC(=C1)C1=CC(=C(C(=C1)F)F)F)O)CN(CCC2)C(=O)C2=CN=CS2)CO